6-amino-4-methyl-2H-isoquinolin-1-one NC=1C=C2C(=CNC(C2=CC1)=O)C